N[C@@H](CCCCN)C(=O)N[C@@H](CCCCN)C(=O)O Lysyl-Lysine